tert-butyl N-[1-[[2-chloro-5-(1-isopropyl-6-oxo-3-pyridyl)phenyl]methyl]-2-[4-(4-methyl-1,2,4-triazol-3-yl)anilino]-2-oxo-ethyl]carbamate ClC1=C(C=C(C=C1)C1=CN(C(C=C1)=O)C(C)C)CC(C(=O)NC1=CC=C(C=C1)C1=NN=CN1C)NC(OC(C)(C)C)=O